C(=O)N(C=O)C=O N,N-diformyl-formamide